(3-Aminopropyl)butane-1,4-diamine NCCCC(CCCN)N